1,1-Dioxo-1,2-dihydro-1lambda*6*-benzo[d]isothiazol-3-one O=S1(NC(C2=C1C=CC=C2)=O)=O